ClC1=C(C=C(C=C1)F)C1NC(C=2C1=C(SC2)[N+](=O)[O-])=O 6-(2-chloro-5-fluorophenyl)-1-Nitro-5,6-dihydro-4H-thieno[3,4-c]pyrrol-4-one